5-(4-(tert-butyl)cyclohexyl)-N-(7-methoxy-1H-benzo[d]imidazol-2-yl)-1,3,4-oxadiazol-2-amine C(C)(C)(C)C1CCC(CC1)C1=NN=C(O1)NC1=NC2=C(N1)C(=CC=C2)OC